[1-(1-methyl-2,3-dihydro-1H-indol-5-yl)-1H-[1,2,3]Triazol-4-yl]-methanol CN1CCC2=CC(=CC=C12)N1N=NC(=C1)CO